N1[C@@H](CC2=CC=CC=C12)C(=O)NC(CCCC(=O)O)C=O 5-((S)-indoline-2-carboxamido)-6-oxohexanoic acid